OC=1C(C=CC(=CC1)C=CC1=CC=C(C=C1)OC)=O 2-hydroxy-5-[2-(4-methoxyphenyl)vinyl]-2,4,6-cycloheptatrien-1-one